9-Tetracosenoic acid C(CCCCCCCC=CCCCCCCCCCCCCCC)(=O)O